7-((1,4-Dioxan-2-yl)methoxy)-5-fluoro-2-(((tetrahydro-2H-pyran-4-yl)thio)methyl)quinazolin-4(3H)-one O1C(COCC1)COC1=CC(=C2C(NC(=NC2=C1)CSC1CCOCC1)=O)F